(3,5-difluoro-4-(3-(1-methyl-1H-pyrazol-4-yl)-1H-pyrazolo[3,4-c]pyridin-5-yl)phenethyl)-1-isopropylazetidin-3-amine FC=1C=C(CCC2N(CC2N)C(C)C)C=C(C1C=1C=C2C(=CN1)NN=C2C=2C=NN(C2)C)F